FC(OCCN1N=CN=C1C(=O)OC)(F)F Methyl 1-(2-(trifluoromethoxy)ethyl)-1H-1,2,4-triazole-5-carboxylate